ClC1=NC=CC(=N1)C(=O)NC=1C=NC=CC1C1=CC=C(C=C1)F 2-chloro-N-(4-(4-fluorophenyl)pyridin-3-yl)pyrimidine-4-carboxamide